Tert-butyl (2R,4S)-2-methyl-4-(3-(4-(trifluoromethoxy)phenyl)ureido)piperidine-1-carboxylate C[C@H]1N(CC[C@@H](C1)NC(=O)NC1=CC=C(C=C1)OC(F)(F)F)C(=O)OC(C)(C)C